phosphonoglutamic acid P(=O)(O)(O)N[C@@H](CCC(=O)O)C(=O)O